(3R,5R,8R,9S,10S,13S,14S,17R)-10,13-dimethyl-17-((2S,3S)-6,6,6-trifluoro-3-hydroxyhex-4-yn-2-yl)-3-(trifluoromethyl)hexadecahydro-1H-cyclopenta[a]phenanthren-3-ol C[C@]12[C@H]3CC[C@@]4([C@H](CC[C@H]4[C@@H]3CC[C@@H]2C[C@@](CC1)(O)C(F)(F)F)[C@H](C)[C@@H](C#CC(F)(F)F)O)C